tert-butyl (3S)-1-[5-(4,4,5,5-tetramethyl-1,3,2-dioxaborolan-2-yl)pyrimidin-2-yl]pyrrolidine-3-carboxylate CC1(OB(OC1(C)C)C=1C=NC(=NC1)N1C[C@H](CC1)C(=O)OC(C)(C)C)C